CNCC1=CC(=C(C=C1)OC)OC n-methyl-3,4-dimethoxybenzylamine